(2S,3R,4S)-2-((6-((3-iodobenzyl)amino)-2-(prop-1-yn-1-yl)-9H-purin-9-yl)methyl)tetrahydrothiophene-3,4-diol IC=1C=C(CNC2=C3N=CN(C3=NC(=N2)C#CC)C[C@@H]2SC[C@H]([C@H]2O)O)C=CC1